ethyl N-(pyridin-4-ylmethyl)-P-(4-(5-(trifluoromethyl)-1,2,4-oxadiazol-3-yl)benzyl)phosphonamidate N1=CC=C(C=C1)CNP(OCC)(=O)CC1=CC=C(C=C1)C1=NOC(=N1)C(F)(F)F